Pentamethylcyclopentadienyl-dimethyl-(1-pentyl-3,6,7,8-tetrahydro-as-indacenyl)hafnium CC1=C(C(=C(C1([Hf](C1=C(C2=C3CCCC3=CC=C2C1)CCCCC)(C)C)C)C)C)C